3-(4-(((7-fluorobenzo[d]thiazol-2-yl)(4-(methylsulfonyl)phenethyl)-amino)methyl)phenyl)propiolic acid FC1=CC=CC=2N=C(SC21)N(CCC2=CC=C(C=C2)S(=O)(=O)C)CC2=CC=C(C=C2)C#CC(=O)O